O=C(CCCC(=O)N)C=1C=NC=CC1 5-oxo-5-(pyridine-3-yl)valeramide